NC1=C(C=C(C=N1)NC(C(=O)N1C(CCC(C1)C)C=1C=C2C=NNC2=C(C1)F)=O)C N-(6-amino-5-methyl-3-pyridyl)-2-[2-(7-fluoro-1H-indazol-5-yl)-5-methyl-1-piperidyl]-2-oxo-acetamide